C(C)(C)N1N=NC2=C1C=CC(=C2)C2=NC(=NO2)C2=C(C=NC=C2)OC 5-(1-isopropyl-1H-benzo[d][1,2,3]triazol-5-yl)-3-(3-methoxypyridin-4-yl)-1,2,4-oxadiazole